(S)-cyclobutyl(4-(2-methyl-2H-pyrazolo[3,4-b]pyridin-5-yl)-6-(1-methyl-1H-pyrazol-5-yl)thieno[2,3-b]pyridin-2-yl)methanol C1(CCC1)[C@H](O)C1=CC=2C(=NC(=CC2C2=CC=3C(N=C2)=NN(C3)C)C3=CC=NN3C)S1